NC=1C=C(OC2=C(C=C(C=C2C)NC(CCN2CCCCC2)=O)C)C=C(C1)C=1C(=NOC1C)C N-(4-(3-amino-5-(3,5-dimethylisoxazol-4-yl)phenoxy)-3,5-dimethylphenyl)-3-(piperidin-1-yl)propanamide